COC=1C=C(C(=O)NC2CC3(C2)CCN(CC3)C(=O)OC(C)(C)C)C=CC1NC=1N=CC=3N(C(C[C@@H]2N(C3N1)CCC2)=O)C tert-butyl (R)-2-(3-methoxy-4-((5-methyl-6-oxo-6,7,7a,8,9,10-hexahydro-5H-pyrimido[5,4-b]pyrrolo[1,2-d][1,4]diazepin-2-yl)amino)benzamido)-7-azaspiro[3.5]nonane-7-carboxylate